1,3-dioxolan-2-ylcarbonate O1C(OCC1)OC([O-])=O